(pentafluorophenyl)borate-tolylisopropyl-phenyl iodide C1(=C(C=CC=C1)C=1C(=C(C=CC1)I)C(C)C)C.FC1=C(C(=C(C(=C1OB(O)O)F)F)F)F